N1=C(C=CC=C1)CC(=O)NN 2-(pyridin-2-yl)acethydrazide